(1s,2s)-2-amino-1,2-biphenyl NC1=C(C=CC=C1)C1=CC=CC=C1